ditert-butyl-(cyclopenta-1,4-dien-1-yl)phosphane C(C)(C)(C)P(C1=CCC=C1)C(C)(C)C